(2S,4R)-2-((1H-1,2,3-triazol-1-yl)methyl)-4-(4-bromopyridinamido)pyrrolidine-1-carboxylic acid tert-butyl ester C(C)(C)(C)OC(=O)N1[C@@H](C[C@H](C1)NC(=O)C1=NC=CC(=C1)Br)CN1N=NC=C1